C(C)C([Zr+](C)C1C=CC2=CC=CC=C12)CC bis-Ethylindenyldimethylzirconium (IV)